NC1=NN2C(N=C(C=C2)C=2C=C3CN(C(C3=C(C2)OC(F)(F)F)=O)[C@@H](C)C2CC2)=C1C(=O)NC1CCC(CC1)(C)O 2-amino-5-{2-[(1S)-1-cyclopropylethyl]-1-oxo-7-(trifluoromethoxy)-2,3-dihydro-1H-isoindol-5-yl}-N-[cis-4-hydroxy-4-methylcyclohexyl]pyrazolo[1,5-a]pyrimidine-3-carboxamide